1,8,8-trimethyloctahydro-1H-3,9a-methanobenzo[c]oxepine CC1OC2CCC3C1(CC(CC3)(C)C)C2